[(2S)-1,4-dioxan-2-ylmethyl]-N-[2-(1H-imidazol-1-yl)ethyl]-8-(trifluoromethyl)-4,5-dihydro-2H-furo[2,3-g]indazole-7-carboxamide O1[C@H](COCC1)CN1N=C2C3=C(CCC2=C1)OC(=C3C(F)(F)F)C(=O)NCCN3C=NC=C3